CC1(N(C2=CC=C(C(=C2CC1)N)N[C@@H]1C[C@H](CCC1)C(=O)OC)C(=O)O)C.NC=1ON=CC1 4-amino-3,2-oxazol methyl-(2S)-5-amino-6-[[(1S,3S)-3-methoxycarbonylcyclohexyl]amino]-2-methyl-3,4-dihydro-2H-quinoline-1-carboxylate